C(=O)O.C1C(CC12CCNCC2)OC=2C=C1C(N(C(C1=CC2)=O)C2C(NC(CC2)=O)=O)=O 5-[7-azaspiro[3.5]nonan-2-yloxy]-2-(2,6-dioxopiperidin-3-yl)isoindole-1,3-dione formate salt